tert-butyl-(6S,7S)-7-((3-(2,6-dioxopiperidin-3-yl)-1-methyl-1H-indazol-7-yl)amino)-6-methyl-2-azaspiro[3.5]nonane-2-carboxylate C(C)(C)(C)OC(=O)N1CC2(C1)C[C@@H]([C@H](CC2)NC=2C=CC=C1C(=NN(C21)C)C2C(NC(CC2)=O)=O)C